Methyl 2-((2-(((tert-butoxycarbonyl)(2-(6-methoxy-3-nitropyridin-2-yl)ethyl)-amino)methyl)-3-fluoro-4-(trifluoromethoxy)phenyl)amino)-4,5-difluorobenzoate C(C)(C)(C)OC(=O)N(CCC1=NC(=CC=C1[N+](=O)[O-])OC)CC1=C(C=CC(=C1F)OC(F)(F)F)NC1=C(C(=O)OC)C=C(C(=C1)F)F